methyl 2-[[5-[tert-butyl(dimethyl)silyl]oxypentyl]amino]-5-[3-(2-fluoro-4-iodo-phenoxy)propyl]thiazole-4-carboxylate [Si](C)(C)(C(C)(C)C)OCCCCCNC=1SC(=C(N1)C(=O)OC)CCCOC1=C(C=C(C=C1)I)F